(1s,5s)-3-oxo-2-oxa-4-azabicyclo[3.1.1]heptane-5-carboxylic acid propan-2-yl ester CC(C)OC(=O)C12NC(OC(C1)C2)=O